(1R,5S)-N-{cis-3-[methyl(7H-pyrrolo[2,3-d]pyrimidin-4-yl)amino]cyclobutyl}-6-oxa-3-azabicyclo[3.1.1]heptane-3-sulfonamide CN([C@H]1C[C@H](C1)NS(=O)(=O)N1C[C@@H]2O[C@H](C1)C2)C=2C1=C(N=CN2)NC=C1